tert-Butyl 6-{2-[(3,3-difluorocyclobutyl)amino]-4-(methoxycarbonyl)phenyl}-2,2-difluoro-7-azaspiro[3.5]nonane-7-carboxylate FC1(CC(C1)NC1=C(C=CC(=C1)C(=O)OC)C1CC2(CC(C2)(F)F)CCN1C(=O)OC(C)(C)C)F